tert-butyl (2-amino-8-isopropylpyrido[4,3-d]pyrimidin-5-yl)(methyl)carbamate NC=1N=CC2=C(N1)C(=CN=C2N(C(OC(C)(C)C)=O)C)C(C)C